diethyl (4-cyanophenyl)phosphonate C(#N)C1=CC=C(C=C1)P(OCC)(OCC)=O